CS(=O)(C)=NC=1N=C(SC1)SCCC(=O)OC methyl 3-((4-((dimethyl(oxo)-λ6-sulfanylidene)amino)thiazol-2-yl)thio)propanoate